3-chloro-N-(1-((2-chloropyridin-4-yl)oxy)-2-methylpropan-2-yl)-1-methyl-1H-pyrrolo[2,3-b]pyridine-5-carboxamide ClC1=CN(C2=NC=C(C=C21)C(=O)NC(COC2=CC(=NC=C2)Cl)(C)C)C